3-(4-fluorobenzyl)-5-(trifluoromethyl)pyrrolidin-2-one FC1=CC=C(CC2C(NC(C2)C(F)(F)F)=O)C=C1